tert-Butyl (1-((3'-((4-(4,6-diaminopyrimidin-2-yl)thiazol-2-yl)(propyl)amino)-4'-methyl-[1,1'-biphenyl]-4-yl)sulfonyl) piperidin-4-yl)carbamate NC1=NC(=NC(=C1)N)C=1N=C(SC1)N(C=1C=C(C=CC1C)C1=CC=C(C=C1)S(=O)(=O)N1CCC(CC1)NC(OC(C)(C)C)=O)CCC